NC=1C=2N(C3=CC(=C(C=C3N1)F)C(=O)N(CC1=C(C=C(C=C1)C(F)(F)F)F)[C@@H](C(=O)N)C)C=NC2 4-amino-N-[(1R)-2-amino-1-methyl-2-oxo-ethyl]-7-fluoro-N-[[2-fluoro-4-(trifluoromethyl)phenyl]methyl]imidazo[1,5-a]quinoxaline-8-carboxamide